C(#N)C=1C2=C(N(N=C2C=C(C1)C=1C=NN(C1)C)C)C1=CC(=C(C(=O)NCC2(CC2)F)C(=C1)OC)OC(F)F 4-[4-cyano-2-methyl-6-(1-methylpyrazol-4-yl)indazol-3-yl]-2-(difluoromethoxy)-N-[(1-fluorocyclopropyl)methyl]-6-methoxybenzamide